tert-butyl[4-chloro-2-(5-{1-[(6,7-dimethoxy-2-methylquinazolin-4-yl)amino]ethyl}-thiophen-2-yl)benzyl]carbamate C(C)(C)(C)OC(NCC1=C(C=C(C=C1)Cl)C=1SC(=CC1)C(C)NC1=NC(=NC2=CC(=C(C=C12)OC)OC)C)=O